4-(tert-butyl) 1-(((di-tert-butoxyphosphoryl)oxy)methyl) L-aspartate N[C@@H](CC(=O)OC(C)(C)C)C(=O)OCOP(=O)(OC(C)(C)C)OC(C)(C)C